E-8,10-tetradecadienal C(CCCCCC\C=C\C=CCCC)=O